N-(4-piperidinyl)-1H-1,2,4-triazole-5-carboxamide N1CCC(CC1)NC(=O)C1=NC=NN1